C(=C)C=1C2=CC=CC=C2C(=C2C=CC=CC12)C=C 9,10-divinylanthracene